C(C1=CC=CC=C1)OC=1C=C2CCC=C(C2=CC1)C1=CC=C(C=C1)OCCN1CCCC1 6-benzyloxy-1-{4-[2-(pyrrolidin-1-yl)ethoxy]phenyl}-3,4-dihydronaphthalene